CC1(CCC(CC1)[C@@H](C(=O)OCC)C)C Ethyl (S)-2-(4,4-dimethylcyclohexyl)propanoate